N-(8,9-difluoro-6-oxo-1,4,5,6-tetrahydro-2H-pyrano[3,4-c]isoquinolin-1-yl)indolizine-2-carboxamide FC=1C(=CC=2C3=C(NC(C2C1)=O)COCC3NC(=O)C=3C=C1C=CC=CN1C3)F